5-bromo-3,3,6-trifluoro-1,3-dihydro-2H-pyrrolo[2,3-b]pyridin-2-one BrC=1C=C2C(=NC1F)NC(C2(F)F)=O